[N+](=O)([O-])C1=NN(C=N1)S(=O)(=O)C1=C(C=C(C=C1C)C)C 3-nitro-1-(mesitylene-2-sulfonyl)-1,2,4-triazole